Ethyl (E)-3-(2-amino-4-methoxy-5-methylphenyl)acrylate NC1=C(C=C(C(=C1)OC)C)/C=C/C(=O)OCC